[Si](C)(C)(C)N=[N+]=[N-] TMS azide